FC1=CC=C(C=C1)C(C1CN(CCO1)S(=O)(=O)NC1=CC=C(C=C1)C(F)(F)F)C1=CC=C(C=C1)F 2-(bis(4-fluorophenyl)methyl)-N-(4-(trifluoromethyl)phenyl)morpholine-4-sulfonamide